1,2-dichloro-1-tert-butoxyethane ClC(CCl)OC(C)(C)C